(S)-N-(4-chlorobenzyl)-1-(2-(p-tolyl)-2H-pyrazolo[3,4-d]pyrimidin-4-yl)piperidine-3-carboxamide ClC1=CC=C(CNC(=O)[C@@H]2CN(CCC2)C=2C=3C(N=CN2)=NN(C3)C3=CC=C(C=C3)C)C=C1